C(OCC1(CCC1)SSC1=NC=CC=C1)([O-])=O ((1-(pyridin-2-yldisulfanyl) cyclobutyl) methyl) carbonate